N1C=CC2=CC(=CC=C12)NC(=O)N1CC2=CC=CC=C2CC1 N-(1H-indol-5-yl)-3,4-dihydroisoquinoline-2(1H)-carboxamide